N-(4',5-diamino-[2,3'-bipyridin]-6'-yl)acetamide NC1=C(C=NC(=C1)NC(C)=O)C1=NC=C(C=C1)N